(E)-N-(3-(2-((6-morpholinylpyridin-3-yl)amino)quinazolin-8-yl)phenyl)but-2-enamide N1(CCOCC1)C1=CC=C(C=N1)NC1=NC2=C(C=CC=C2C=N1)C=1C=C(C=CC1)NC(\C=C\C)=O